Trifluoromethyl-fluorophosphine FC(F)(F)PF